PYRIMIDINESULFONAMIDE N1=C(N=CC=C1)S(=O)(=O)N